monoethoxy-silane C(C)O[SiH3]